N[C@H]1C[C@H](N(C1=O)CC(=O)OC(C)(C)C)COCCS(=O)(=O)O 2-(((2S,4S)-4-amino-1-(2-(tert-butoxy)-2-oxoethyl)-5-oxopyrrolidin-2-yl)methoxy)ethane-1-sulfonic acid